ClC1=CC=C(C=C1)C(C(N1CC2(C3=CC=C(C=C13)OC(F)(F)F)CC2)=O)NC=2C=C(C=C(C2)OC)C(C)=NOC(C(=O)O)(C)C (+)-2-(((1-(3-((1-(4-chlorophenyl)-2-oxo-2-(6'-(trifluoromethoxy)spiro[cyclopropane-1,3'-indolin]-1'-yl)ethyl)amino)-5-methoxyphenyl)ethylidene)amino)oxy)-2-methylpropanoic acid